C(C)OC(=O)C=1C=C2C=CC=NC2=C(N1)N1CCCC2=CC(=C(C=C12)C(F)F)C=1C=NN(C1)C1=CN(C=CC=C1)C 8-{7-difluoromethyl-6-[1-(1-methyl-azepin-3-yl)-1H-pyrazol-4-yl]-3,4-dihydro-2H-quinolin-1-yl}-[1,7]naphthyridine-6-carboxylic acid ethyl ester